ethyl 5,5-dimethyl-4-[(trifluoromethanesulfonyl) oxy]-2,5-dihydrothiophene-3-carboxylate CC1(C(=C(CS1)C(=O)OCC)OS(=O)(=O)C(F)(F)F)C